NC(C(=O)O)CC1=C(C=CC=C1)N(C)C 2-AMINO-3-[2-(DIMETHYLAMINO)PHENYL]PROPANOIC ACID